tert-butyl 4-(2-(4-(methylcarbamoyl)phenyl)benzo[d]imidazo[2,1-b]thiazole-7-carboxamido)piperidine-1-carboxylate CNC(=O)C1=CC=C(C=C1)C=1N=C2SC3=C(N2C1)C=CC(=C3)C(=O)NC3CCN(CC3)C(=O)OC(C)(C)C